COC1=CC=C(C=C1)C1=CN=C2N1C=CN=C2NC2=CC=C(C=C2)N2C(CCC2)=O 1-[4-[[3-(4-methoxyphenyl)imidazo[1,2-a]pyrazin-8-yl]amino]phenyl]pyrrolidin-2-one